CC1=C(C=2N(N=C1N1CC=3C=C(C=NC3CC1)OC1=CC(=C(C=C1)OC(F)(F)F)F)C=NN2)C 6-(7,8-dimethyl-[1,2,4]triazolo[4,3-b]pyridazin-6-yl)-3-[3-fluoro-4-(trifluoromethoxy)phenoxy]-7,8-dihydro-5H-1,6-naphthyridine